O=C(C(=O)O)NCC1=CC(=CC=C1)OC(F)(F)F 2-oxo-2-((3-(trifluoromethoxy)benzyl)amino)acetic acid